N-(3-carbamoyl-4-fluorophenyl)-3-(3,4-difluoro-2-methoxyphenyl)-5-methyl-5-(trifluoromethyl)tetrahydrothiophene-2-carboxamide C(N)(=O)C=1C=C(C=CC1F)NC(=O)C1SC(CC1C1=C(C(=C(C=C1)F)F)OC)(C(F)(F)F)C